1,3-diazocane N1CNCCCCC1